BrC=1C(=CC=2C3=C(C(=NC2C1F)NN)NC(CN3C3C1CN(C3C1)C(=O)OC(C)(C)C)=O)I tert-Butyl (endo)-5-(8-bromo-7-fluoro-5-hydrazineyl-9-iodo-3-oxo-3,4-dihydropyrazino[2,3-c]quinolin-1(2H)-yl)-2-azabicyclo[2.1.1]hexane-2-carboxylate